BrC1=CC2=C(NC(C3N(C2=O)CCN(C3)C(COC3=CC(=CC=C3)N(C)C)=O)=O)C=C1 8-bromo-2-(2-(3-(dimethylamino)phenoxy)acetyl)-1,3,4,12a-tetrahydrobenzo[e]pyrazino[1,2-a][1,4]diazepine-6,12(2H,11H)-dione